FC1=C(C=CC=C1F)C(=O)N1CC2(C1)CC(C2)N(C=2C1=C(N=CN2)NC=C1)C (2,3-difluorophenyl)(6-(methyl(7H-pyrrolo[2,3-d]pyrimidin-4-yl)amino)-2-azaspiro[3.3]heptan-2-yl)methanone